FC(C(=O)O)(F)F.CN(C1=CC=C(C=C1)C1=CC=C(C=C1)OC(F)(F)F)CC=1N=NNC1C(=O)O 4-((methyl(4'-(trifluoromethoxy)-[1,1'-biphenyl]-4-yl)amino)methyl)-1H-1,2,3-triazole-5-carboxylic acid 2,2,2-trifluoroacetate